C/C(/C=O)=C\C(CC=C(C)C)(C)C1=C(C#N)C=CC=C1 (E)-2-(2,4,7-trimethyl-1-oxooct-2,6-dien-4-yl)benzonitrile